Pyridoxine Phosphate P(=O)(O)(O)OCC=1C(=C(C(=NC1)C)O)CO